FC(N1C(C(=CC(=C1)CN1CCCCC1)C(=O)NC1=CC(=CC=C1)C(CC1=NN=CN1C)(C)C)=O)F 1-(difluoromethyl)-N-(3-(2-methyl-1-(4-methyl-4H-1,2,4-triazol-3-yl)propan-2-yl)phenyl)-2-oxo-5-(piperidin-1-ylmethyl)-1,2-dihydropyridine-3-carboxamide